O1C(=CC2=C1C=CC=C2)C=2C=CC=1C=NC=3N(C4=CC=CC=C4C3)C1N2 (benzofuran-2-yl)pyrido[3',2':5,6]pyrimido[1,2-a]indole